OC[C@H](C1=CC=CC=C1)NC1=NC(=NC=C1C=1OC(=NN1)C=1C=NC=CC1)NC1=CC=C2C(N(N(C2=C1)C(C)C)C)=O (S)-6-((4-((2-hydroxy-1-phenylethyl)amino)-5-(5-(pyridin-3-yl)-1,3,4-oxadiazol-2-yl)pyrimidin-2-yl)amino)-1-isopropyl-2-methyl-1,2-dihydro-3H-indazol-3-one